ClC1=CC=C(C[C@@H]2CC[C@]([C@@]2(O)CN2N=CN=C2)(C)CCl)C=C1 (1R,2S,5S)-5-(4-chlorobenzyl)-2-(chloromethyl)-2-methyl-1-(1H-1,2,4-triazol-1-ylmethyl)-cyclopentanol